CN1C(SCN(C1)C)=S Tetrahydro-3,5-dimethyl-1,3,5-thiadiazine-2-thione